ClC=1C(N(N=CC1)CCCCCl)=O 4-chloro-2-(4-chlorobutyl)-2,3-dihydropyridazin-3-one